(E)-vinyl isocyanide C(=C)[N+]#[C-]